ClC1=C(C=C(C=C1)C1CCN(CC1)C1=C(C=C(C=C1)C1C(NC(CC1)=O)=O)F)F 3-(4-(4-(4-Chloro-3-fluorophenyl)piperidin-1-yl)-3-fluorophenyl)piperidine-2,6-dione